BrC=1C(=CC2=C(OCC(N2C)=O)C1F)C(=O)OC methyl 7-bromo-8-fluoro-4-methyl-3-oxo-3,4-dihydro-2H-benzo[b][1,4]oxazine-6-carboxylate